[W].[Cr].[Cu] copper-chromium-tungsten